[N+](=O)(O)[O-].[N+](=O)(O)[O-].CC=1C(=C(C=CC1)C)C trimethylbenzene dinitrate